C(C)(C)C1=C(C#N)C=CC(=C1)OC1=NC=C(C=C1)N1C(NC=2C1=NC=CC2)=O 2-isopropyl-4-[[5-(2-oxo-1H-imidazo[4,5-b]pyridin-3-yl)-2-pyridyl]oxy]benzonitrile